((2S,7aR)-2-Fluorotetrahydro-1H-pyrrolizin-7a(5H)-yl-2-d)methanol F[C@]1(C[C@]2(CCCN2C1)CO)[2H]